1-dimethylamino-1,1,3,3,5,5,7,7-octamethyltetrasilazane CN([Si](N[Si](N[Si](N[SiH](C)C)(C)C)(C)C)(C)C)C